2,3-Dimethyl-1-phenyl-5-pyrazolone CN1N(C(C=C1C)=O)C1=CC=CC=C1